C(C)OC(\C=C\C1=NC(=NC(=C1CC1=C(C=CC=C1)OC)NCCCC)N)=O (E)-3-(2-amino-6-(butylamino)-5-(2-methoxybenzyl)pyrimidin-4-yl)acrylic acid ethyl ester